FC(C(=O)O)(F)F.C(C)(C)OC1=CC=2N(C=C1NC(=O)C1=NC(=CC=C1)C(F)(F)F)C=C(N2)C2CCN(CC2)C(C(=O)O)C [4-[7-isopropoxy-6-[[6-(trifluoromethyl)pyridine-2-carbonyl]amino]imidazo[1,2-a]pyridin-2-yl]-1-piperidinyl]propionic acid trifluoroacetate